(Z)-N-benzyl-4-((2,4-dioxothiazolidin-5-ylidene)methyl)benzamide C(C1=CC=CC=C1)NC(C1=CC=C(C=C1)\C=C/1\C(NC(S1)=O)=O)=O